5-chloro-2-((2S)-2-methylpiperidin-4-yl)pyrimidine hydrochloride Cl.ClC=1C=NC(=NC1)C1C[C@@H](NCC1)C